FC1=C(C=CC=C1CO)C1=NN2C(N=CC=C2)=C1C(=O)O 2-[2-Fluoro-3-(hydroxymethyl)phenyl]pyrazolo[1,5-a]pyrimidine-3-carboxylic acid